C1(CC1)[C@@H](C(=O)N1[C@@H]([C@H]2C([C@H]2C1)(C)C)C(=O)OC)NC(C(F)F)=O methyl (1R,2S,5S)-3-((S)-2-cyclopropyl-2-(2,2-difluoroacetamido)acetyl)-6,6-dimethyl-3-azabicyclo[3.1.0]hexane-2-carboxylate